C1(=CC=CC=C1)C1=NC(=NC(=N1)C1=CC(=CC=C1)C1=CC=CC2=C1C1=C(C=CC=C1)[Si]21C2=C(OC3=C1C=CC=C3)C=CC=C2)C=2C=C(C=CC2)C2=CC=C(C=C2)C#N 3'-(4-phenyl-6-(3-(spiro[dibenzo[b,d]silole-5,10'-dibenzo[b,e][1,4]oxasilin]-1-yl)phenyl)-1,3,5-triazin-2-yl)-[1,1'-biphenyl]-4-carbonitrile